3-benzyl-1,3-thiazole-2-thione C(C1=CC=CC=C1)N1C(SC=C1)=S